C(C)(C)OC1(COC1)C1=CC=C(C=C1)C(=O)N1CCC(CC1)C1=CC=C(C=C1)C(F)(F)F (4-(3-isopropoxyoxetan-3-yl)phenyl)(4-(4-(trifluoromethyl)phenyl)piperidin-1-yl)methanone